OC(C(=O)N(C)C1CCC(CC1)N1N=C2C=C(C(=CC2=C1)C(=O)NC=1C=NN2C1N=CC=C2)OC)(C)C 2-((1r,4r)-4-(2-hydroxy-N,2-dimethylpropanamido)cyclohexyl)-6-methoxy-N-(pyrazolo[1,5-a]pyrimidin-3-yl)-2H-indazole-5-carboxamide